(7R)-2-{2-[1-(cyclopropylmethyl)-6-ethyl-1H-indol-2-yl]-7-methoxy-1-[(1-methyl-1H-pyrazol-4-yl)methyl]-1H-1,3-benzodiazole-5-carbonyl}-2-azabicyclo[2.2.1]heptan-7-amine C1(CC1)CN1C(=CC2=CC=C(C=C12)CC)C1=NC2=C(N1CC=1C=NN(C1)C)C(=CC(=C2)C(=O)N2C1CCC(C2)[C@H]1N)OC